7-(naphthalen-1-yl)-4-(4-((2,3,4,5-tetrafluoro-6-(trifluoromethyl)phenyl)sulfonyl)piperazin-1-yl)-5,6,7,8-tetrahydropyrido[3,4-d]pyrimidine C1(=CC=CC2=CC=CC=C12)N1CC=2N=CN=C(C2CC1)N1CCN(CC1)S(=O)(=O)C1=C(C(=C(C(=C1C(F)(F)F)F)F)F)F